BrC1=C2CC[C@@H](C2=CC=C1)OC1=CC(=C(C=O)C=C1Cl)O 4-[(1S)-4-bromoindan-1-yl]oxy-5-chloro-2-hydroxybenzaldehyde